glycerol tripyruvate C(C(=O)C)(=O)OCC(OC(C(=O)C)=O)COC(C(=O)C)=O